FC([C@H]1[C@@H](NCC1)C(=O)N1CCC2(CN(C2)C=2N=CN=NC2OC2=C(C(=O)N(C(C)C)CC)C=C(C=C2)F)CC1)F 2-((5-(7-((2R,3R)-3-(difluoromethyl)pyrrolidine-2-carbonyl)-2,7-diazaspiro[3.5]nonan-2-yl)-1,2,4-triazin-6-yl)oxy)-N-ethyl-5-fluoro-N-isopropylbenzamide